C(C[C@@](O)(C)CCO)(=O)OC(CCCCCCCCCCC)CCCCCCCC octyldodecanol mevalonate